O1[C@H](CCC1)CNC(=O)C1=NC(=CC=C1)N1CCN(CCC1)C1CCN(CC1)C(C)C N-[(2R)-Oxolan-2-ylmethyl]-6-{4-[1-(propan-2-yl)piperidin-4-yl]-1,4-diazepan-1-yl}pyridine-2-carboxamide